N1(CCOCC1)C(=O)C=1C=C(OC2=C3CC[C@@H](C3=CC=C2[N+](=O)[O-])OP(=O)(N2CC2)N2CC2)C=CC1 di(aziridin-1-yl)phosphinic acid (S)-4-(3-(morpholine-4-carbonyl) phenoxy)-5-nitro-2,3-dihydro-1H-inden-1-yl ester